C(OCN1N=CC(=C1)C=1C2=C(C(=NC1)C1=C(C=C(C(=C1)C(C)=O)N)F)C(=NO2)N)(OC[C@H]2OC([C@@H]([C@H]([C@@H]2O)O)N)O)=O (4-(4-(5-acetyl-4-amino-2-fluorophenyl)-3-aminoisoxazolo[4,5-c]pyridin-7-yl)-1H-pyrazol-1-yl)methyl (((2R,3S,4R,5R)-5-amino-3,4,6-trihydroxytetrahydro-2H-pyran-2-yl)methyl) carbonate